COC(=O)C1=NC(=C(C=C1)C=1CN(CC1)C(=O)OC(C)(C)C)OC 5-(1-(tert-Butoxycarbonyl)-2,5-dihydro-1H-pyrrol-3-yl)-6-methoxypyridinecarboxylic acid methyl ester